BrC1=CC(=C(C=C1)N(S(=O)(=O)C1=CC=C(C=C1)C)CC(=C)C)C(=C)C1=C(C=CC=C1)F N-(4-bromo-2-(1-(2-fluorophenyl)vinyl)phenyl)-4-methyl-N-(2-methylallyl)benzenesulfonamide